CC(=CCCCCCC=C)CC 9-methyl-1,8-undecadiene